tert-butyl (R)-4-((1-(3-(2,6-bis(benzyloxy) pyridin-3-yl)-1-methyl-1H-indazol-7-yl) piperidin-4-yl) methyl)-3-methylpiperazine-1-carboxylate C(C1=CC=CC=C1)OC1=NC(=CC=C1C1=NN(C2=C(C=CC=C12)N1CCC(CC1)CN1[C@@H](CN(CC1)C(=O)OC(C)(C)C)C)C)OCC1=CC=CC=C1